3-(4-(ethylsulfonamido)-3-isobutoxyphenyl)-5-((6-(trifluoromethyl)pyridin-2-yl)amino)-1H-pyrazole-4-carboxamide C(C)S(=O)(=O)NC1=C(C=C(C=C1)C1=NNC(=C1C(=O)N)NC1=NC(=CC=C1)C(F)(F)F)OCC(C)C